4,4'-bis(5-methylbenzoxazolyl)stilbene CC=1C=CC2=C(N=C(O2)C2=CC=C(C=C2)C=CC2=CC=C(C=C2)C=2OC3=C(N2)C=C(C=C3)C)C1